8,8'-(((1R,2S)-2-HYDROXYCYCLOBUTYL)AZANEDIYL)BIS(N,N-DIDECYLOCTANAMIDE) O[C@@H]1[C@@H](CC1)N(CCCCCCCC(=O)N(CCCCCCCCCC)CCCCCCCCCC)CCCCCCCC(=O)N(CCCCCCCCCC)CCCCCCCCCC